C(C)(=O)NC1=C(C=C(C=C1)N\C(=C(/C(=O)OCC)\C#N)\C)OCC Ethyl (Z)-3-((4-acetamido-3-ethoxyphenyl)amino)-2-cyanobut-2-enoate